O=C1CCC2(CN(C2)C2=CC=CC(=N2)CN2N=NC(=C2)C2=C3C(=NC(=C2)C=2C(=C(C#N)C=CC2)C)NC=C3)CC1 3-(4-(1-((6-(7-Oxo-2-azaspiro[3.5]nonan-2-yl)pyridin-2-yl)methyl)-1H-1,2,3-triazole-4-yl)-1H-pyrrolo[2,3-b]pyridin-6-yl)-2-methylbenzonitrile